1-((2-(3-fluoro-5-methoxyphenyl)pyrimidine-5-yl)methyl)-5-hydroxy-1H-indazole-7-carboxylic acid methyl ester COC(=O)C=1C=C(C=C2C=NN(C12)CC=1C=NC(=NC1)C1=CC(=CC(=C1)OC)F)O